2-(3-methylpyrazol-1-yl)ethynyl(triisopropyl)silane CC1=NN(C=C1)C#C[Si](C(C)C)(C(C)C)C(C)C